FC(N1N=C(C=C1)CO)F (1-(Difluoromethyl)-1H-pyrazol-3-yl)methanol